ClCCCC(=O)N(C)C1=NNC(=C1)C1C(C1)(F)F 4-chloro-N-[5-(2,2-difluorocyclopropyl)-1H-pyrazol-3-yl]-N-methyl-butyramide